FC(C(=O)O)(F)F.NC=1NC(=NN1)N1CCC(CC1)N1C[C@@H](OC[C@@H]1CC1=CC=C(C=C1)Br)C(C)(C)O 2-((2R,5S)-4-(1-(5-amino-4H-1,2,4-triazol-3-yl)piperidin-4-yl)-5-(4-bromobenzyl)morpholin-2-yl)propan-2-ol 2,2,2-trifluoroacetate